2-(2-methyl-1,3-benzothiazol-6-yl)-7-(piperidin-4-yl)-4H-pyrimido[1,2-b]pyridazin-4-one CC=1SC2=C(N1)C=CC(=C2)C=2N=C1N(N=C(C=C1)C1CCNCC1)C(C2)=O